(E)-ethyl 3-(7-chloro-3-methoxy-5-methylthieno[2,3-c]pyridin-4-yl)acrylate ClC=1N=C(C(=C2C1SC=C2OC)/C=C/C(=O)OCC)C